(R)-O5-([1,1'-biphenyl]-4-ylmethyl) O1-tert-butyl 2-(4,7-bis(2-(tert-butoxy)-2-oxoethyl)-1,4,7-triazonan-1-yl)pentanedioate C(C)(C)(C)OC(CN1CCN(CCN(CC1)CC(OC(C)(C)C)=O)[C@@H](C(=O)OC(C)(C)C)CCC(=O)OCC1=CC=C(C=C1)C1=CC=CC=C1)=O